NC1=NC2=C(N1C)C=CC(=C2)C=2C(=C(C=CC2)O)F 3-(2-amino-1-methyl-1H-benzo[d]imidazol-5-yl)-2-fluorophenol